O=C1C2CC2CN1CC(=O)N (2-Oxo-3-azabicyclo[3.1.0]hexane-3-yl)acetamide